[C@H]1(C[C@H](CC1)C(=O)O)C(=O)O trans-1,3-cyclopentanedicarboxylic acid